S(=O)(=O)(ON1[C@@H]2CC[C@H](N(C1=O)C2)C(NS(=O)(=O)C=2SC=CN2)=N)O (2S,5R)-7-oxo-2-(N-(thiazol-2-ylsulfonyl) carbamimidoyl)-1,6-diazabicyclo[3.2.1]octan-6-yl hydrogen sulfate